N[C@@H](CO)C1=CC=C(C=C1)N1N=CC=C1 (2R)-2-amino-2-[4-(1H-pyrazol-1-yl)phenyl]ethan-1-ol